C(CNC(S)=S)NC(S)=S ethylenebisdithiocarbamic acid